4,7-dihydro-1,3-oxazepin O1C=NCC=CC1